C(C1=CC=CC=C1)SC=1C=CC2=C(OCCN2C(=O)C2=C(C=CC=C2)N(S(=O)(=O)C)C)C1 N-(2-(7-(benzylthio)-3,4-dihydro-2H-benzo[b][1,4]oxazine-4-carbonyl)phenyl)-N-methylmethanesulfonamide